OC(CNC(=O)[C@]1([C@@H](CC[C@H](C1)C)C(C)C)O)C=1C=C(C(=O)OC)C=CC1 methyl 3-(1-hydroxy-2-((1S,2S,5R)-1-hydroxy-2-isopropyl-5-methylcyclohexane-1-carboxamido)ethyl)benzoate